C[C@@H]1CNC[C@H](N1)CO |r| rac-((2S,6R)-6-methylpiperazin-2-yl)methanol